OC1=CC(=C2C(=C(C(OC2=C1C=O)=O)CC(=O)N1CCOCC1)C)OC 7-hydroxy-5-methoxy-4-methyl-3-(2-morpholino-2-oxoethyl)-2-oxo-2H-chromene-8-carbaldehyde